Methyl 4-[3-[2,6-dichloro-4-(6-hydroxy-2-azaspiro[3.3]heptan-2-yl)benzoyl]-2,4-dihydro-1,3-benzoxazin-8-yl]-5-fluoro-2-(3-oxa-8-azabicyclo[3.2.1]octan-8-yl)benzoate ClC1=C(C(=O)N2COC3=C(C2)C=CC=C3C3=CC(=C(C(=O)OC)C=C3F)N3C2COCC3CC2)C(=CC(=C1)N1CC2(C1)CC(C2)O)Cl